C1(CCC1)C=1C=CC(=NC1C(F)(F)F)COC=1C=C2CCC(=C(C2=CC1)C)C=O 6-((5-cyclobutyl-6-(trifluoromethyl)pyridin-2-yl)methoxy)-1-methyl-3,4-dihydronaphthalene-2-carbaldehyde